BrC1=C(C=C(C(=C1)C(F)(F)F)OC)S(=O)(=O)N[C@@H](CNC1CCC(CC1)(F)F)CCC(C)(F)F (R)-2-bromo-N-(1-((4,4-difluorocyclohexyl)amino)-5,5-difluorohexan-2-yl)-5-methoxy-4-(trifluoromethyl)benzenesulfonamide